C1(=CC(=CC(=C1)C(=O)O)C(=O)O)C1=CC=C(C=C1)C(=O)O 1,1'-biphenyl-3,4',5-tricarboxylic acid